C[N+](CCCCCCCCCCCC)(C)[O-] Dimethyl-dodecylamine N-oxide